methanesulfonic acid 2,2-dimethyl-oxan-4-yl ester CC1(OCCC(C1)OS(=O)(=O)C)C